2-{[(αr)-6-[2,5-dioxo-4-(pentan-3-yl)imidazolidin-1-yl]spiro[3.3]heptan-2-yl]oxy}pyridine-3-carboxamide O=C1N(C(C(N1)C(CC)CC)=O)C1CC2(CC(C2)OC2=NC=CC=C2C(=O)N)C1